5'-adenosylmethylthiopropylamine [C@@H]1([C@H](O)[C@H](O)[C@@H](CCSCCCN)O1)N1C=NC=2C(N)=NC=NC12